1,2-dilauroyl-sn-glycero-3-phosphorylcholine, sodium salt [Na+].C(CCCCCCCCCCC)(=O)OC[C@@H](OC(CCCCCCCCCCC)=O)COP(=O)(O)OCC[N+](C)(C)C